C(C)(C)(C)N1N=NC(=C1)C(=O)NCC1=C(C=C(C=C1)C1=C(C=NC=C1N1C[C@@H](CCC1)NC)F)C 1-tert-butyl-N-[[4-[3-fluoro-5-[(3R)-3-(methylamino)-1-piperidyl]-4-pyridyl]-2-methyl-phenyl]methyl]triazole-4-carboxamide